C(N)(=O)C1=C(C=C(C=N1)N1CCN(CC1)C(=O)OC(C)(C)C)F tert-Butyl 4-(6-carbamoyl-5-fluoro-3-pyridyl)piperazine-1-carboxylate